OC(C(C1=C(C=C(C=C1)OCC1(CCCC1)C)OC)NC(OC(C)(C)C)=O)(C)C tert-butyl (2-hydroxy-1-(2-methoxy-4-((1-methylcyclopentyl)methoxy)phenyl)-2-methylpropyl)carbamate